3-methyl-N-(5-(methylsulfanyl)-1,3,4-thiadiazol-2-yl)-2-oxo-4-phenyl-2H-pyran-6-carboxamide CC=1C(OC(=CC1C1=CC=CC=C1)C(=O)NC=1SC(=NN1)SC)=O